C(C)(C)OC(CCCCCCCCCCCCC)=O Isopropylmyristat